C1(=CC=CC=C1)[C@H]1[C@@H](C1)CO ((1R,2R)-2-phenylcyclopropyl)methanol